(S)-3-(5-(4-((1-(4-((1R,2R)-6-hydroxy-2-methyl-2-phenyl-1,2,3,4-tetrahydronaphthalen-1-yl)phenyl)piperidin-4-yl)methyl)piperazin-1-yl)-1-oxoisoindolin-2-yl)piperidine-2,6-dione OC=1C=C2CC[C@]([C@H](C2=CC1)C1=CC=C(C=C1)N1CCC(CC1)CN1CCN(CC1)C=1C=C2CN(C(C2=CC1)=O)[C@@H]1C(NC(CC1)=O)=O)(C1=CC=CC=C1)C